ClC=1C=C(C=CC1F)C(C)(C)NC(=O)C=1OC=C(N1)C1=NC(=NC=C1C)NC1=CC=NN1C N-(2-(3-chloro-4-fluorophenyl)propan-2-yl)-4-(5-methyl-2-((1-methyl-1H-pyrazol-5-yl)amino)pyrimidin-4-yl)oxazole-2-carboxamide